3-((3H-spiro[isobenzofuran-1,4'-piperidin]-5-yl)amino)piperidine-2,6-dione N1CCC2(CC1)OCC1=CC(=CC=C12)NC1C(NC(CC1)=O)=O